(1R,3R)-5-(2-((1R,3aS,7aR,E)-1-((S)-1-((S)-3-hydroxy-3-methylpiperidin-1-yl)propan-2-yl)-7a-methyloctahydro-4H-inden-4-ylidene)ethylidene)-2-methylenecyclohexane-1,3-diol O[C@@]1(CN(CCC1)C[C@@H](C)[C@H]1CC[C@H]2\C(\CCC[C@]12C)=C\C=C1C[C@H](C([C@@H](C1)O)=C)O)C